O1C(=CC=C1)C=CC(=O)N[C@@H](CC(C)C)C(=O)O N-[3-(2-furyl)acryloyl]-L-leucine